propyl-diethyl-ammonium ethyl-sulfate C(C)OS(=O)(=O)[O-].C(CC)[NH+](CC)CC